NC1=NC2=CC=C(C=C2C=C1C)C(=O)N([C@H](C)C1=NN(C=N1)C)CC1=NC=C(C=C1)C(F)F 2-amino-N-((5-(difluoromethyl)-2-pyridinyl)methyl)-3-methyl-N-((1R)-1-(1-methyl-1H-1,2,4-triazol-3-yl)ethyl)-6-quinolinecarboxamide